FC(C(C(F)(F)F)OC(=O)N1CCC2(C[C@@H]2C(NC2=CC=CC=C2)=O)CC1)(F)F.FC(C1=CC=C(C=C1)[B-](C1=CC=C(C=C1)C(F)(F)F)(C1=CC=C(C=C1)C(F)(F)F)C1=CC=C(C=C1)C(F)(F)F)(F)F.C[NH+](C)C trimethyl-ammonium tetrakis(p-trifluoromethylphenyl)borate 1,1,1,3,3,3-hexafluoro-propan-2-yl-(S)-1-(phenyl-carbamoyl)-6-azaspiro[2.5]-octane-6-carboxylate